dimethylamino-2-methyl-5-oxopentanoate CN(C)C(C(=O)[O-])(CCC=O)C